ethyl 7'-(naphthalen-1-ylmethyl)-5'-oxo-8'-(3-(trifluoromethyl)phenyl)-3'H,5'H-spiro[cyclopentane-1,2'-thiazolo[3,2-c]pyrimidine]-3'-carboxylate C1(=CC=CC2=CC=CC=C12)CC=1C(=C2N(C(N1)=O)C(C1(S2)CCCC1)C(=O)OCC)C1=CC(=CC=C1)C(F)(F)F